1-Methylazetidin-3-yl (5-(6,7-difluoro-4-oxo-3,4-dihydrophthalazin-1-yl)-1H-benzimidazol-2-yl)carbamate FC=1C=C2C(NN=C(C2=CC1F)C1=CC2=C(NC(=N2)NC(OC2CN(C2)C)=O)C=C1)=O